ClC=1C=C(C=2CCC(C2C1)O)S(=O)(=O)NC1=C(C(=C(C=C1)F)C=1C=C2C=NC(=NC2=C(C1)OC)NC1CC(CC1)CNC)F 6-chloro-N-(2,4-difluoro-3-(8-methoxy-2-((3-((methylamino)methyl)cyclopentyl)amino)quinazolin-6-yl)phenyl)-1-hydroxy-2,3-dihydro-1H-indene-4-sulfonamide